(R)-6-(cyclopropylmethoxy)-N-(1-hydroxy-4-methylpentan-2-yl)-5-(3-methoxyazetidin-1-yl)picolinamide C1(CC1)COC1=C(C=CC(=N1)C(=O)N[C@@H](CO)CC(C)C)N1CC(C1)OC